ClCCCS(=O)(=O)N1CCC(CC1)NC=1N=CC2=C(N1)N(C(C=C2)=O)C2CCCC2 2-((1-((3-chloropropyl)sulfonyl)piperidin-4-yl)amino)-8-cyclopentyl-pyrido[2,3-d]pyrimidin-7(8H)-one